benzoxazolinyl-isatin O1C(=NC2=C1C=CC=C2)N2C(=O)C(=O)C1=CC=CC=C21